1-cyclopropyl-6,7-difluoro-8-methoxy-1,4-dihydro-4-oxoquinoline-3-carboxylic acid C1(CC1)N1C=C(C(C2=CC(=C(C(=C12)OC)F)F)=O)C(=O)O